2-(1H-indol-6-yl)benzoic Acid N1C=CC2=CC=C(C=C12)C1=C(C(=O)O)C=CC=C1